(R)-2-(5,5-difluoro-1-oxa-7-azaspiro[3.5]nonan-7-yl)pyrimidin-4-amine FC1([C@]2(CCO2)CCN(C1)C1=NC=CC(=N1)N)F